3-(1-propylbutoxy)-phenylmethanethiol C(CC)C(CCC)OC=1C=C(C=CC1)CS